C1(=CC=CC=C1)C=1N=C(N2C1SC=C2)C2=CC=C(C(=O)O)C=C2 4-(7-phenylimidazo[5,1-b]thiazol-5-yl)benzoic acid